N-Phenyl-2-(((2-(trifluoromethyl)pyridin-4-yl)thio)methyl)benzo[d]oxazol-6-amine C1(=CC=CC=C1)NC1=CC2=C(N=C(O2)CSC2=CC(=NC=C2)C(F)(F)F)C=C1